8-hydroxy-2-(trifluoromethyl)-4H-pyrido[1,2-a]pyrimidin-4-one OC1=CC=2N(C(C=C(N2)C(F)(F)F)=O)C=C1